O1C(CCCC1)N1N=CC(=C1)C1=CC=CC=C1 4-(1-(tetrahydro-2H-pyran-2-yl)-1H-pyrazol-4-yl)benzene